tert-butyl (3-((4-((2-(4-methoxyphenyl)-6-(4-(4-methylpiperazin-1-yl)phenyl)pyridin-4-yl)amino)cyclohexyl)amino)propyl)carbamate COC1=CC=C(C=C1)C1=NC(=CC(=C1)NC1CCC(CC1)NCCCNC(OC(C)(C)C)=O)C1=CC=C(C=C1)N1CCN(CC1)C